C(=C\C1=CC=CC=C1)/C1=CC(=CC=C1)OC(F)(F)F trans-1-styryl-3-(trifluoromethoxy)benzene